N-[2-(2-hydroxyethyl)-8-[2-[(1-methylpyrazol-4-yl)amino]Pyrimidin-4-yl]-1,3,4,5-tetraHydro-2-benzazepin-5-yl]-3-isopropoxy-azetidine-1-carboxamide OCCN1CC2=C(C(CC1)NC(=O)N1CC(C1)OC(C)C)C=CC(=C2)C2=NC(=NC=C2)NC=2C=NN(C2)C